C[C@@H]1O[C@@H](CN(C1)C1=CC=CC(=N1)C=1N=C(SC1)NC(CNC(=O)C1=CNC=C1)=O)C N-(2-((4-(6-(cis-2,6-dimethylmorpholino)pyridin-2-yl)thiazol-2-yl)amino)-2-oxoethyl)-1H-pyrrole-3-carboxamide